O(CCCl)Cl (oxy-1,2-ethanediyl) chloride